ClC1=CC(=C(C=C1)CC(=O)NC1=C(C=CC=C1Br)Br)F 2-(4-Chloro-2-fluorophenyl)-N-(2,6-dibromophenyl)acetamide